C(C)(C)(C)C=C(C(=O)O)C.C(C(=C)C)(=O)OCCCC butyl methacrylate (tert-butyl methacrylate)